N1=C(C=CC=C1)S(=O)(=O)C1=NC=CC=C1 2-pyridyl sulfone